N-(4-(2,4-dihydroxyphenyl)thiazol-2-yl)cyclohexanecarboxamide OC1=C(C=CC(=C1)O)C=1N=C(SC1)NC(=O)C1CCCCC1